2-(2,2-difluoro-7-azaspiro[3.5]nonan-7-yl)-N-((2-(trifluoromethyl)pyridin-3-yl)methyl)pyrido[2,3-d]pyrimidin-4-amine FC1(CC2(C1)CCN(CC2)C=2N=C(C1=C(N2)N=CC=C1)NCC=1C(=NC=CC1)C(F)(F)F)F